F[C@H]1[C@@H]2COC[C@H](CC1=O)N2C(=O)OC(C)(C)C tert-butyl (1S,5S,6S)-6-fluoro-7-oxo-3-oxa-9-azabicyclo[3.3.1]nonane-9-carboxylate